The molecule is a class of mycolic acids characterized by the presence of a proximal cis C=C double bond followed by a cis-cyclopropyl group, a distal oxo group and a (CH-CH3) fragment of (S) stereochemistry in the meromycolic chain. It is a conjugate acid of a ketomycolate type-3 (XIII'). CC[C@H](C)C(=O)CC1CC1C/C=C\\C[C@H]([C@@H](CC)C(=O)O)O